C(C=C)OC(C[C@@H](C(=O)N(C)C)N(C)C(CNC(=O)OCC1C2=CC=CC=C2C=2C=CC=CC12)=O)=O.C(C)(CC)C=1C=C2C=CC(NC2=CC1)=O 6-sec-butyl-quinolone prop-2-enyl-(3S)-4-(dimethylamino)-3-[[2-(9H-fluoren-9-ylmethoxycarbonylamino)acetyl]methylamino]-4-oxobutanoate